[Na].C(CC)OC(=O)C1=CC=C(O)C=C1 propylparaben sodium salt